distearoyl-serine C(CCCCCCCCCCCCCCCCC)(=O)N([C@@H](CO)C(=O)O)C(CCCCCCCCCCCCCCCCC)=O